4-(dimethylamino)-1-(pyrrolidin-3-ylmethyl)quinazolin-2(1H)-one CN(C1=NC(N(C2=CC=CC=C12)CC1CNCC1)=O)C